C(C)[C@H]1[C@H](OC(C=2C1=NC(=CC2)NC(OC(C)(C)C)=O)=O)C tert-Butyl ((7R,8R)-8-ethyl-7-methyl-5-oxo-7,8-dihydro-5H-pyrano[4,3-b]pyridin-2-yl)carbamate